N-(5-((6-((R)-3-(3,5-difluorophenyl)-isoxazolidine-2-yl)pyrimidine-4-yl)amino)-2-((S)-3,4-dimethylpiperazine-1-yl)-4-methoxyphenyl)acrylamide FC=1C=C(C=C(C1)F)[C@@H]1N(OCC1)C1=CC(=NC=N1)NC=1C(=CC(=C(C1)NC(C=C)=O)N1C[C@@H](N(CC1)C)C)OC